C(CCC)(=O)OCC\C=C/CC (Z)-3-hexenyl butyrate